ClC=1C=2C(=CNC2C2=C(C1)CN(S(N2)(=O)=O)CCCOCCOCCOC)Cl 6,7-dichloro-3-(3-(2-(2-methoxyethoxy)ethoxy)propyl)-1,3,4,9-tetrahydro-[1,2,6]thiadiazino[4,3-g]indole 2,2-dioxide